[Cl-].C(=CC)N1C=[N+](C=C1)C=C 1-propenyl-3-vinylimidazolium chloride salt